[Si](C)(C)(C(C)(C)C)O[C@H](CO)C1=NC=C(C=C1)Cl (S)-2-((tert-Butyldimethylsilyl)oxy)-2-(5-chloropyridin-2-yl)ethan-1-ol